(E)-N-(2-butoxyphenyl)-3-(4-butoxyphenyl)acrylamide C(CCC)OC1=C(C=CC=C1)NC(\C=C\C1=CC=C(C=C1)OCCCC)=O